C(C)C=1C(NC=2C=C(C=NC2C1)CN1C[C@@H](N(CC1)C=1C=CC(=NC1C)C(=O)NC)C)=O (S)-5-(4-((7-ethyl-6-oxo-5H-1,5-naphthyridin-3-yl)methyl)-2-methylpiperazin-1-yl)-N,6-dimethylpyridine-2-carboxamide